N-(4-{3-[(3-chlorophenyl)methyl]-4-oxo-quinazolin-6-yl}oxy-2-pyridyl)-2-methyl-pyrazole-3-carboxamide ClC=1C=C(C=CC1)CN1C=NC2=CC=C(C=C2C1=O)OC1=CC(=NC=C1)NC(=O)C=1N(N=CC1)C